N1=C(C=CC=C1)SS[C@H]1[C@@H](COCC1)O |r| trans-(3RS,4RS)-4-(pyridin-2-yl-dithio)tetrahydropyran-3-ol